C12CCCC(CCC1)C2.[B] boron bicyclo(3.3.1)-nonane